4-(1H-Imidazolylmethyl)-phenylbutyric acid ethyl ester C(C)OC(C(CC)C1=CC=C(C=C1)CN1C=NC=C1)=O